ClC1([C@H]([C@@H]1C1=CC(=C(C=C1)F)C(F)(F)F)C(=O)OC)Cl |r| trans-rac-methyl 2,2-dichloro-3-(4-fluoro-3-(trifluoromethyl)phenyl)cyclopropane-1-carboxylate